CN1N=C(C(=C1C)OB(O)O)C (1,3,5-trimethyl-1H-pyrazol-4-yl)boric acid